OC(=O)C(F)(F)F.FC1=CC=C(C=C1)C1C(C1)NCC1CN(C1)C(/C=C/C1=CC=C(C(=O)NO)C=C1)=O (E)-4-(3-(3-(((2-(4-fluorophenyl)cyclopropyl)amino)methyl)azetidin-1-yl)-3-oxoprop-1-en-1-yl)-N-hydroxybenzamide TFA salt